tert-Butyl 4-[[4-(3-amino-1H-pyrazol-5-yl)-3-methoxy-phenyl]methyl]piperidine-1-carboxylate NC1=NNC(=C1)C1=C(C=C(C=C1)CC1CCN(CC1)C(=O)OC(C)(C)C)OC